O1N(CCNCC1)C(=O)OC(C)(C)C 2-methylpropan-2-yl 1,2,5-oxadiazepane-2-carboxylate